ClC1=CC(=C(OCC2=NC=CC(=C2)O[C@@H]2C[C@@H](N(CC2)CC2=NC3=C(N2C[C@H]2OCC2)C=C(C=C3)C(=O)OC)CF)C=C1)F Methyl 2-(((2R,4S)-4-((2-((4-Chloro-2-fluorophenoxy)methyl)pyridin-4-yl)oxy)-2-(fluoromethyl)piperidin-1-yl)methyl)-1-(((S)-oxetan-2-yl)methyl)-1H-benzo[d]imidazole-6-carboxylate